ethyl-1-(3-chloropyridin-2-yl)-3-(p-toluenesulfonyloxy)-4,5-dihydro-1H-pyrazole-5-carboxylate (ethyl 1-(3-chloropyridin-2-yl)-3-(tosyloxy)-4,5-dihydro-1H-pyrazole-5-carboxylate) C(C)C1C(=NN(C1C(=O)O)C1=NC=CC=C1Cl)OS(=O)(=O)C1=CC=C(C)C=C1.C(C)OC(=O)C1CC(=NN1C1=NC=CC=C1Cl)OS(=O)(=O)C1=CC=C(C)C=C1